ClC1=NC(=CC(=N1)C1=CC(=CC=C1)C=1C2=CC=CC=C2C=2C=CC=CC2C1)C1=CC=C(C=C1)C=1C=NC=CC1 2-chloro-4-{3-(phenanthren-9-yl)phenyl}-6-{4-(pyridin-3-yl)phenyl}pyrimidine